6-(cyclopropylformyl)-N-(methyl-d3)pyridazine-3-carboxamide sulfate S(=O)(=O)(O)O.C1(CC1)C(=O)C1=CC=C(N=N1)C(=O)NC([2H])([2H])[2H]